N1N=CC2=CC(=CC=C12)NC1=NC(=NC2=CC=CC=C12)C=1C=C(C=CC1)O 3-(4-((1H-indazol-5-yl)amino)quinazolin-2-yl)phenol